C(C)OC(=O)C=1C=NN(C1C(F)F)C1CN(CCC1)C1=C(C=CC(=C1)Cl)OS(=O)(=O)C(F)(F)F 1-[1-{5-Chloro-2-[(trifluoromethylsulfonyl)oxy]phenyl}piperidin-3-yl]-5-(difluoromethyl)-1H-pyrazole-4-carboxylic acid ethyl ester